N'-[(E)-(1-pentylpyridin-1-ium-4-yl)methyleneamino]-N'-phenylpropane-1,3-diamine bromide [Br-].C(CCCC)[N+]1=CC=C(C=C1)\C=N\N(CCCN)C1=CC=CC=C1